O1CCC(=CC1)C1=CC=2C(=NC=C(C2)C=2C=C(SC2)C(=O)NCC(F)(F)F)N1 4-(2-(3,6-Dihydro-2H-pyran-4-yl)-1H-pyrrolo[2,3-b]pyridin-5-yl)-N-(2,2,2-trifluoro-ethyl)thiophene-2-carboxamide